NC=1C(=C(C=CC1)C(Cl)Cl)F 3-amino-2-fluoro-1-(dichloromethyl)-benzene